CNS(=O)(=O)C(C(C(C(C(C(C(C(F)(F)F)(F)F)(F)F)(F)F)(F)F)(F)F)(F)F)(F)F N-methyl-perfluorooctylsulfonamide